CC1=C(N=C(N1)CC(F)(F)F)CC1=CC=NC=C1 4-((5-methyl-2-(2,2,2-trifluoroethyl)-1H-imidazol-4-yl)methyl)pyridine